O=C(CCC(=O)OC)NC[C@H]1OC([C@@H]([C@@H]1OC(C)=O)OC(C)=O)OC(C)=O methyl 4-oxo-4-[[(2R,3R,4R)-3,4,5-triacetoxy-tetrahydrofuran-2-yl] methylamino]-butyrate